4-(thiophen-3-yl)naphthalen-1-amine S1C=C(C=C1)C1=CC=C(C2=CC=CC=C12)N